rac-(5aR,6S,8S,8aR)-5a-(4-bromophenyl)-3-chloro-8a-hydroxy-6-phenyl-5a,7,8,8a-tetrahydro-6H-cyclopenta[4,5]furo[3,2-b]pyridine-8-carbonitrile BrC1=CC=C(C=C1)[C@]12[C@](C3=NC=C(C=C3O1)Cl)([C@@H](C[C@H]2C2=CC=CC=C2)C#N)O |r|